N-(4,4-difluorocyclohexyl)-2-(3-methyl-1H-pyrazol-1-yl)-6-(4-morpholinyl)-4-pyrimidinamine FC1(CCC(CC1)NC1=NC(=NC(=C1)N1CCOCC1)N1N=C(C=C1)C)F